(5-Phenyl-2-pyridin-2-yl-thieno[2,3-d]pyrimidin-4-yl)-pyridin-2-ylmethyl-amine C1(=CC=CC=C1)C1=CSC=2N=C(N=C(C21)NCC2=NC=CC=C2)C2=NC=CC=C2